C(C)(C)(C)ONN t-butoxyhydrazine